CCCCCC/C=C\\CCCCCCCC(=O)O[C@H](CO)COP(=O)([O-])OCC[N+](C)(C)C The molecule is a lysophosphatidylcholine(0:0/16:1) in which the 2-acyl group is specified as (9Z)-hexadecenoyl. It is a lysophosphatidylcholine(0:0/16:1), a palmitoleic acid and a [(9Z)-hexadecenoyl]-sn-glycero-3-phosphocholine.